COCCOCCOCCCCOC1=CC=CC=C1 2-(2-(2-(2-methoxyethoxy)ethoxyethyl)ethoxy)benzene